COC1=CC=C(CNC2=C3C(NC=NC3=CC=C2)=O)C=C1 5-((4-methoxybenzyl)amino)quinazolin-4(3H)-one